C1(=C(C=CC=C1)C1=C(C2=C([Se]C3=C2C=CC=C3)C=C1)C1=NN=NC(=C1C1=CC=CC=C1)C1=CC=CC=C1)C1=CC=CC=C1 (biphenylyl)[di(phenyl)triazineyl]dibenzoselenophene